6-bromo-4-methoxy-2-methylimidazo[1',2':1,6]pyrido[2,3-d]pyrimidine BrC1=CC2=C(N=C(N=C2OC)C)N2C1=NC=C2